N1=C(C=CC2=CC=CC=C12)C1=C(C(=O)N)C=CC=C1 (quinolin-2-yl)benzamide